NC=1SC(=C(N1)CCC)C=1N=C(SC1)NC1=NC=C(C=C1)Cl N-[4-(2-amino-4-propyl-1,3-thiazol-5-yl)-1,3-thiazol-2-yl]-5-chloropyridin-2-amine